FC1=C(C(=O)NC=2C=NC=[N+](C2)[O-])C(=CC=C1C(F)(F)F)OC1=CC=C(C=C1)OC(F)(F)F 5-(2-fluoro-6-(4-(Trifluoromethoxy)phenoxy)-3-(trifluoromethyl)benzamido)pyrimidine 1-oxide